N1C=C(C=2C1=CN=CC2)CN2N=CC1=C(C2=O)N(C2=C1CCN(C2)S(=O)(=O)NCC)C 3-((1H-pyrrolo[2,3-c]pyridin-3-yl)methyl)-N-ethyl-5-methyl-4-oxo-5,6,8,9-tetrahydro-3H-pyrido[4',3':4,5]pyrrolo[2,3-d]pyridazine-7(4H)-sulfonamide